C(C)OCC1(CCN(CC1)C1(CCCCC1)C=1C(=NC=CC1)C)CCC1=CC=CC=C1 (1-(4-(ethoxymethyl)-4-phenethylpiperidin-1-yl)cyclohexyl)-2-methylpyridine